ClC=1C=C(C=CC1OC)C1=NN2C(CNCC2)=C1 2-(3-chloro-4-methoxyphenyl)-4,5,6,7-tetrahydropyrazolo[1,5-a]pyrazine